FC(C(=O)O)(F)F.COC(=O)C=1N=CN2C1CN[C@H](C2)C (S)-6-methyl-5,6,7,8-tetrahydroimidazo[1,5-a]pyrazine-1-carboxylic acid methyl ester trifluoroacetate salt